F[C@H](CCCCC(=O)NC1=C(C(=CC=C1)NCC1=CC=C(C=C1)C(F)(F)F)N1CCCC1)CF (6R)-6,7-Difluoro-N-(2-(pyrrolidin-1-yl)-((4-(trifluoromethyl)benzyl)amino)phenyl)heptanamid